1-(3-benzyloxy-4-difluoromethoxystyryl)-2,6-dimethylpyridin-4(1H)-one C(C1=CC=CC=C1)OC=1C=C(C=CN2C(=CC(C=C2C)=O)C)C=CC1OC(F)F